COC1=C(C(=CC(=C1)C(F)(F)F)C)C1=CC=C2C(=N1)N=C(O2)N2CCC(CC2)CO [1-[5-[2-methoxy-6-methyl-4-(trifluoromethyl)phenyl]oxazolo[4,5-b]pyridin-2-yl]-4-piperidyl]methanol